NC1CCC(CC1)CNC1=CC=C(C=C1)C(C)(C)CC N-(((1r,4r)-4-aminocyclohexyl)methyl)-4-(tert-pentyl)aniline